tert-butyl 3-(4-cyclopropyl-5-(hydroxymethyl)benzofuran-7-yl)benzylcarbamate C1(CC1)C1=C(C=C(C2=C1C=CO2)C=2C=C(CNC(OC(C)(C)C)=O)C=CC2)CO